C1=C(C=CC2=CC=CC=C12)C1=NNC(C1)=O 3-(naphthalene-2-yl)-1H-pyrazole-5(4H)-one